OCCN(CCCCCCCCCS(=O)(=O)N(CCCC)CCCCCC)CCCCCCCCCS(=O)(=O)N(CCCCCC)CCCC 9,9'-((2-hydroxyethyl)azanediyl)bis(N-butyl-N-hexylnonane-1-sulfonamide)